L-2-amino-4-guanidinobutyric acid N[C@H](C(=O)O)CCNC(=N)N